O1CCCC=2C1=CN=CC2CN2C[C@H](CC2)OC=2C=C1CN(C(C1=CC2)=O)C2C(NC(CC2)=O)=O 3-(5-(((S)-1-((3,4-Dihydro-2H-pyrano[2,3-c]pyridin-5-yl)methyl)pyrrolidin-3-yl)oxy)-1-oxoisoindolin-2-yl)piperidine-2,6-dione